3-(3-Bromo-5-isobutyl-1H-pyrazol-1-yl)phenol BrC1=NN(C(=C1)CC(C)C)C=1C=C(C=CC1)O